(R and S)-1-cyclopropyl-4-((6-(2-(ethoxymethoxy)-6-methyl-4-(trifluorometh-yl)phenyl)-2H-pyrazolo[3,4-b]pyridin-2-yl)meth-yl)pyrrolidin-2-one C1(CC1)N1C(C[C@H](C1)CN1N=C2N=C(C=CC2=C1)C1=C(C=C(C=C1C)C(F)(F)F)OCOCC)=O |r|